COC(NC1C=2N(C3=C(C(=N1)C1=CC=C(C=C1)Cl)C(=C(S3)C)C)C(=NN2)C)=O [4-(4-Chlorophenyl)-2,3,9-trimethyl-6H-thieno[3,2-f][1,2,4]triazolo[4,3-a][1,4]diazepin-6-yl]carbamic acid methyl ester